ethyl (S)-2-(4-((1,2-dimethyl-6-((1-(3-(trifluoromethyl)phenyl)ethyl)carbamoyl)-1H-indol-3-yl)methyl) phenoxy)-2-methylpropanoate CN1C(=C(C2=CC=C(C=C12)C(N[C@@H](C)C1=CC(=CC=C1)C(F)(F)F)=O)CC1=CC=C(OC(C(=O)OCC)(C)C)C=C1)C